4-(4-methoxyphenoxy)benzylamine COC1=CC=C(OC2=CC=C(CN)C=C2)C=C1